2-(5-bromo-2-hydroxy-3-(isobutyryloxy)benzylideneamino)-3-meth-ylbutanoic acid BrC=1C=C(C(=C(C=NC(C(=O)O)C(C)C)C1)O)OC(C(C)C)=O